[C@H]12CC(C[C@H](CC1)N2)NC2=C1C=CC(=NC1=CC(=N2)NC2=NNC(=C2)C)CO (5-(((1R,3S,5S)-8-azabicyclo[3.2.1]oct-3-yl)amino)-7-((5-methyl-1H-pyrazol-3-yl)amino)-1,6-naphthyridin-2-yl)methanol